N1=CN=C(C2=C1NC=C2)C=2C=NN(C2)C(CC#N)C 3-[4-(7H-pyrrolo[2,3-d]pyrimidin-4-yl)-1H-pyrazol-1-yl]butanenitrile